trans-1-(4-bromo-5-fluoro-2-nitrophenyl)-4-methoxy-N-(2-methoxyethyl)-N-methylpyrrolidin-3-amine BrC1=CC(=C(C=C1F)N1C[C@H]([C@@H](C1)OC)N(C)CCOC)[N+](=O)[O-]